CN1CCN(CC1)C=1C(=CC2=C(NC=N2)C1)C#N 6-(4-methylpiperazin-1-yl)-1H-benzo[d]imidazole-5-carbonitrile